2,5-dihydroxy-1,4-phenylenediacetic acid OC1=C(C=C(C(=C1)CC(=O)O)O)CC(=O)O